C(CCCCCCCCC)C(N(C)C(CCCCCCCCCCCCC)=O)(CC(=O)[O-])CCCCCCCCCCCCCC decyltetradecylmyristoylmethylbeta-alaninate